3-(5-((2,3-difluoro-6-(methoxy-d3) phenyl) methoxy-d2)-2-fluoro-4-(methoxy-d3) phenyl) ureido thiophene-2,3-dicarboxylate S1C(=C(C=C1)C(=O)OC1=C(C=C(C(=C1)OC([2H])([2H])C1=C(C(=CC=C1OC([2H])([2H])[2H])F)F)OC([2H])([2H])[2H])F)C(=O)ONC(=O)N